C(CCCCCCCCCCCCCCCCC)C(C1=CC(=C(C(=C1)C(C)(C)C)O)C(C)(C)C)(P([O-])([O-])=O)CCCCCCCCCCCCCCCCCC distearyl-3,5-di-tert-butyl-4-hydroxybenzylphosphonate